ClC=1C=CC(=C(C1)N1CCN(CCC1)C(=O)OC(C)(C)C)C=O tert-butyl 4-(5-chloro-2-formylphenyl)-1,4-diazepan-1-carboxylate